C1(CC1)S(=O)(=O)N1CCC(CC1)COC=1CN(C(=CC1)CN1CC2=CC=CC=C2C1)C([2H])([2H])[2H] 3-((1-(cyclopropylsulfonyl)piperidin-4-yl)methoxy)-6-(isoindolin-2-ylmethyl)-1-(methyl-d3)pyridin